[Al].OC=1C=CC=C2C=CC=NC12 8-Hydroxy-quinoline aluminum